FC(C1=CC=C(C=C1)NC(C(C)(C)C)=O)(F)F N-(4-trifluoromethylphenyl)pivalamide